dibutyl-(oct-7-en-1-yl)aluminum C(CCC)[Al](CCCCCCC=C)CCCC